N-(1'-(6-(1-(cyclopropylmethyl)-1H-pyrazol-4-yl)-2-(1,1-difluoroethyl)pyrimidin-4-yl)-1',2'-dihydrospiro[cyclopropane-1,3'-pyrrolo[3,2-c]pyridin]-6'-yl)acetamide C1(CC1)CN1N=CC(=C1)C1=CC(=NC(=N1)C(C)(F)F)N1CC2(C=3C=NC(=CC31)NC(C)=O)CC2